ClC(=O)N(C1=CC=C(C=C1)NC(OCC[Si](C)(C)C)=O)[C@@H]1C[C@@H](N(C2=CC=CC=C12)C(CC)=O)C 2-(trimethylsilyl)ethyl (4-((chlorocarbonyl)((2S,4R)-2-methyl-1-propionyl-1,2,3,4-tetrahydroquinolin-4-yl)amino)phenyl)carbamate